N1(CCOCC1)C1=CC=C2C(=NC=NC2=C1)C1=CC=C(S1)C(O)C=1SC=CN1 [5-(7-Morpholin-4-ylquinazolin-4-yl)-thiophen-2-yl]-thiazol-2-ylmethanol